(2'-amino-[1,1'-biphenyl]-2-yl)palladium(II) adamantan-1-yl(adamantan-1-yl(butyl)phosphaneyl)methanesulfonate C12(CC3CC(CC(C1)C3)C2)C(S(=O)(=O)[O-])P(CCCC)C23CC1CC(CC(C2)C1)C3.NC3=C(C=CC=C3)C3=C(C=CC=C3)[Pd+]